C1(=CC=CC=C1)C=1C=C2C=NC=NC2=C(C1)C1CN(CC1)C(C=C)=O (3-(6-phenylquinazolin-8-yl)pyrrolidin-1-yl)prop-2-en-1-one